N-[(3S,4S)-1-(3,3-difluoropropyl)-3-methyl-4-piperidyl]-6-{3-[4-(N-methylcarbamoyl)-2-anisidino]-1-propynyl}-1-(2,2,2-trifluoroethyl)-1H-1,3-benzimidazole-4-carboxamide FC(CCN1C[C@@H]([C@H](CC1)NC(=O)C1=CC(=CC=2N(C=NC21)CC(F)(F)F)C#CCNC=2C(OC)=CC=C(C2)C(NC)=O)C)F